FC1=CC=C(C=C1)C1=C2N=C(C(=NC2=CC=C1)C(=O)N)CC1=CN=C(S1)C1=CC(=C(C=C1)O)C (4-fluorophenyl)-((2-(4-hydroxy-3-methylphenyl)thiazol-5-yl)methyl)quinoxaline-2-carboxamide